(4-chloro-2-fluorophenyl)-1-(2-tosylphenyl)piperidine ClC1=CC(=C(C=C1)C1N(CCCC1)C1=C(C=CC=C1)S(=O)(=O)C1=CC=C(C)C=C1)F